C(#N)C1=CC=2N(C=C1)C(=C(N2)C=2OC1=C(C2)C=C(C=C1)OC)N(C(OC(C)(C)C)=O)CCN(C)C tert-Butyl N-[7-cyano-2-(5-methoxy-1-benzofuran-2-yl)imidazo[1,2-a]pyridin-3-yl]-N-[2-(dimethylamino)ethyl]carbamate